CP(=O)(C)C=1C=C(C=CC1)C1=CC=CC=C1 3-(dimethylphosphoryl)-1,1'-biphenyl